8-(4-(1H-Indol-1-yl)-6-(1H-pyrazol-1-yl)-1,3,5-triazin-2-yl)-2-oxa-5,8-diazaspiro[3.5]nonane N1(C=CC2=CC=CC=C12)C1=NC(=NC(=N1)N1N=CC=C1)N1CCNC2(COC2)C1